4-(3,3-difluorocyclobutyl)-5-(5-ethyl-4H-1,2,4-triazol-3-yl)-2-methylbenzoic acid FC1(CC(C1)C1=CC(=C(C(=O)O)C=C1C1=NN=C(N1)CC)C)F